2-((1-(4-cyclopropylnaphthalen-1-yl)-1H-imidazo[4,5-b]pyridine-2-yl)thio)propanoic acid C1(CC1)C1=CC=C(C2=CC=CC=C12)N1C(=NC2=NC=CC=C21)SC(C(=O)O)C